1-Octyl-4-propylpiperidinium cyanid [C-]#N.C(CCCCCCC)[NH+]1CCC(CC1)CCC